C[C@@H]1CNC[C@@H](O1)C cis-2,6-dimethyl-morpholine